ClC1=C(C(=O)N2CCC(CC2)C(=O)NC2CNCC2)C=CC(=C1)NC(=O)C=1N(C(=CN1)C=1C(=NC(=C(C1)F)N(C)C)F)C 1-[2-chloro-4-[[5-[6-(dimethylamino)-2,5-difluoro-3-pyridyl]-1-methyl-imidazole-2-carbonyl]amino]benzoyl]-N-pyrrolidin-3-yl-piperidine-4-carboxamide